tert-butyl (2S)-2-(6-bromo-4-oxo-3,4-dihydrothieno[3,2-d]pyrimidin-2-yl)azetidine-1-carboxylate BrC1=CC=2N=C(NC(C2S1)=O)[C@H]1N(CC1)C(=O)OC(C)(C)C